O=C1NC(=CC=C1C(=O)NC(C1=CC=CC=C1)C=1NC(C=CC1)=O)C(F)(F)F 2-oxo-N-((6-oxo-1,6-dihydropyridin-2-yl)(phenyl)methyl)-6-(trifluoromethyl)-1,2-dihydropyridine-3-carboxamide